7-(3-(4,4-difluoropiperidin-1-yl)propoxy)-N-(1-isopropylpiperidin-4-yl)-6-methoxy-2-(tetrahydro-2H-pyran-4-yl)quinazolin-4-amine FC1(CCN(CC1)CCCOC1=C(C=C2C(=NC(=NC2=C1)C1CCOCC1)NC1CCN(CC1)C(C)C)OC)F